COC(=O)C=1C(=NC(=CC1N=[N+]=[N-])C1=CC=C(C=C1)C(C)(C)C)Cl 4-azido-6-(4-tert-butylphenyl)-2-chloro-pyridine-3-carboxylic acid methyl ester